C1(CC1)C1=NNC(=C1)NC1=CC2=C(C(=NO2)NS(=O)(=O)C2=C(C=C(C=C2OC)C2CCOCC2)OC)C=C1OC N-{6-[(3-cyclopropyl-1H-pyrazol-5-yl)amino]-5-methoxy-1,2-benzoxazol-3-yl}-2,6-dimethoxy-4-(oxan-4-yl)benzene-1-sulfonamide